N-(4-(benzyloxy)butyl)-N,2-dimethylbut-3-yn-2-amine C(C1=CC=CC=C1)OCCCCN(C(C)(C#C)C)C